C(C)(=O)C(C(=O)O)C(C)=O 2-ACETYL-3-OXO-BUTANOIC ACID